C(CCCCCCCC(=O)OCCCCCCCCCCC)(=O)OCC(COC(CCCCCCC\C=C/C\C=C/CCCCC)=O)O 1-(2-hydroxy-3-(((9Z,12Z)-octadeca-9,12-dienoyl)oxy)propyl) 9-undecyl nonanedioate